CN1C=2C=CC1=CC=1C=CC(=CC3=CC(=C(N3C)C=C3C=CC(C2)=N3)N=NC3=C2N(C(=C3)C=C3C=CC(=N3)C=C3C=CC(N3C)=CC=3C=CC(N3)=C2)C)N1 tetramethyl-azoporphyrin